FC=1C(=NC=C(C1)C(C(C(F)(F)F)(F)F)(F)F)C=1C(=C(C(=O)N)C=C(C1)[N+](=O)[O-])SC1=NN=NN1CC(C)(C)O [3-fluoro-5-(1,1,2,2,3,3,3-heptafluoropropyl)-2-pyridyl]-2-[1-(2-hydroxy-2-methyl-propyl)tetrazol-5-yl]sulfanyl-5-nitro-benzamide